(R)-5-((2-(4-((1-(3-Chlorophenyl)ethyl)amino)butoxy)ethyl)amino)benzo[c][2,6]naphthyridine-8-carboxamide ClC=1C=C(C=CC1)[C@@H](C)NCCCCOCCNC1=NC2=C(C3=CN=CC=C13)C=CC(=C2)C(=O)N